N-(4-{[6-(5-chloro-2-fluorophenyl)-3-[(1s,3s)-3-(hydroxymethyl)cyclobutoxy]pyridazin-4-yl]amino}pyridin-2-yl)-3-(4-methylpiperazin-1-yl)propanamide ClC=1C=CC(=C(C1)C1=CC(=C(N=N1)OC1CC(C1)CO)NC1=CC(=NC=C1)NC(CCN1CCN(CC1)C)=O)F